(2R)-[3-(difluoromethoxy)phenyl]-2-methoxy-N-[5-[[(3R)-1-(6-methylpyridazin-3-yl)pyrrolidin-3-yl]amino]-1,3,4-thiadiazol-2-yl]acetamide FC(OC=1C=C(C=CC1)[C@H](C(=O)NC=1SC(=NN1)N[C@H]1CN(CC1)C=1N=NC(=CC1)C)OC)F